6,6-dimethyl-3-((7-(2-methyl-3-(pyrrolidin-3-ylamino)-6-(trifluoromethyl)pyridin-4-yl)thieno[3,2-b]pyridin-2-yl)methyl)-3-azabicyclo[3.1.0]hexane-2,4-dione CC1(C2C(N(C(C12)=O)CC1=CC2=NC=CC(=C2S1)C1=C(C(=NC(=C1)C(F)(F)F)C)NC1CNCC1)=O)C